C(C1=CC=CC=C1)OC1=CC=CC2=CC=CC=C12 Naphthyl benzyl ether